N-(methyl-d3)-5-(4-((3-oxo-4H-quinoxalin-6-yl)methyl)piperazin-1-yl)pyridine-2-carboxamide C(NC(=O)C1=NC=C(C=C1)N1CCN(CC1)CC=1C=C2NC(C=NC2=CC1)=O)([2H])([2H])[2H]